BrC1=CC=C(C=C1)C1=CC(=NC(=C1)C1=NC=CC=C1)C1=NC=CC=C1 4'-(4-bromophenyl)-2,2':6',2''-terpyridyl